4-ethoxy-2,3-difluoro-4'-propylbiphenyl C(C)OC1=C(C(=C(C=C1)C1=CC=C(C=C1)CCC)F)F